CN(C)C1=C(C(=O)OCCCC(CC)CC)C=CC=C1 4-2-ethylhexyl dimethylaminobenzoate